N-((1s,4s)-4-((5-(1-(2,2-difluoroethyl)-2-methyl-1H-imidazo[4,5-b]pyridin-6-yl)-7H-pyrrolo[2,3-d]pyrimidin-2-yl)amino)cyclohexyl)acetamide FC(CN1C(=NC2=NC=C(C=C21)C2=CNC=1N=C(N=CC12)NC1CCC(CC1)NC(C)=O)C)F